((S)-2-(3-(4-fluorophenyl)ureido)-3,3-dimethylbutanoyl)-D-glutamic acid FC1=CC=C(C=C1)NC(N[C@H](C(=O)N[C@H](CCC(=O)O)C(=O)O)C(C)(C)C)=O